C1(=CC=CC=C1)[B-](C1=C(C(=C(C(=C1F)F)F)F)F)(C1=C(C(=C(C(=C1F)F)F)F)F)C1=C(C(=C(C(=C1F)F)F)F)F.C1(=CC=C(C=C1)[I+]C1=CC=C(C=C1)C)C di-p-tolyliodonium phenyltris(pentafluorophenyl)borate